tert-Butyl (5R,6S)-2,2-difluoro-6-methyl-5-(((5-(trifluoromethyl)pyrazin-2-yl)amino)methyl-d2)morpholine-4-carboxylate FC1(CN([C@@H]([C@@H](O1)C)C([2H])([2H])NC1=NC=C(N=C1)C(F)(F)F)C(=O)OC(C)(C)C)F